FC(C(C)(C)O)(F)C=1C=C(C=C(C1)[C@@H](C)NC1=NC(=NC2=CC(=C(C=C12)OCCOC1COC1)OC)C)NC=O (R)-N-(3-(1,1-difluoro-2-hydroxy-2-methylpropyl)-5-(1-((7-methoxy-2-methyl-6-(2-(oxetan-3-yloxy)ethoxy)quinazolin-4-yl)amino)ethyl)phenyl)carboxamide